N-(2,6-Dichlorophenyl)-4-isopropoxy-2-(methylthio)pyrimidine-5-carboxamide ClC1=C(C(=CC=C1)Cl)NC(=O)C=1C(=NC(=NC1)SC)OC(C)C